C1(CCCCC1)C1=CC(=NC=C1)NC1=CC(=NC(=N1)C=1C=NN(C1)CC(C)(C)O)N1CC2(C1)CCN(CC2)C(C)=O 1-(2-(6-((4-cyclohexylpyridin-2-yl)amino)-2-(1-(2-hydroxy-2-methylpropyl)-1H-pyrazol-4-yl)pyrimidin-4-yl)-2,7-diazaspiro[3.5]nonan-7-yl)ethan-1-one